C(C1=CC=CC=C1)C=1NC(=NN1)C(=O)NC1CC2(C3=C(NC1=O)N=CC=C3)CC2 5-Benzyl-N-(8'-oxo-6',7',8',9'-tetrahydrospiro[cyclopropane-1,5'-pyrido[2,3-b]azepin]-7'-yl)-4H-1,2,4-triazole-3-carboxamide